P(=O)(OC(CCCCCC)C)(OC(CCCCCC)C)OC(CCCCCC)C tri(methylheptyl) phosphate